((3R)-4-amino-3-methyl-1,3-dihydrofuro[3,4-c]quinolin-8-yl)((3S,3aR,7aR)-3-phenylhexahydropyrano[4,3-b]pyrrol-1(4H)-yl)methanone NC1=NC=2C=CC(=CC2C2=C1[C@H](OC2)C)C(=O)N2[C@H]1[C@@H]([C@H](C2)C2=CC=CC=C2)COCC1